FC(CN1C(=NC=2C1=NC(=CC2)C2=CNC=1N=C(N=CC12)NCC1(CC1)C)C)F 5-(3-(2,2-difluoroethyl)-2-methyl-3H-imidazo[4,5-b]pyridin-5-yl)-N-((1-methylcyclopropyl)methyl)-7H-pyrrolo[2,3-d]pyrimidin-2-amine